[I-].[Li+].CC(C#C)C 3-methyl-butyne LITHIUM IODID